4-(1H-indol-1-yl)pyrimidine-5-carboxylate N1(C=CC2=CC=CC=C12)C1=NC=NC=C1C(=O)[O-]